5-methoxy-N-(6-oxo-1,6-dihydropyridin-3-yl)-1,8,10-triazatricyclo[7.4.0.02,7]trideca-2(7),3,5,8,10,12-hexaene-11-carboxamide COC=1C=CC=2N3C=CC(=NC3=NC2C1)C(=O)NC1=CNC(C=C1)=O